N1(CCOCC1)S(=O)O 4-morpholinesulfinic acid